N-(2-Furanylmethyl)-1,4-dihydro-N,1-dimethyl-2,4-dioxo-7-(trifluoromethyl)pyrido[2,3-d]pyrimidine-3(2H)-acetamide O1C(=CC=C1)CN(C(CN1C(N(C2=C(C1=O)C=CC(=N2)C(F)(F)F)C)=O)=O)C